Ethyl 4-(5-((4-hydroxy-6-(1H-pyrazol-1-yl)nicotinamido)methyl)pyridin-2-yl)benzoate OC1=CC(=NC=C1C(=O)NCC=1C=CC(=NC1)C1=CC=C(C(=O)OCC)C=C1)N1N=CC=C1